C(C)(C)(C)N1CSC2=C1C=CC=C2 N-t-butylbenzothiazole